N-(3-fluoro-4-methoxybenzyl)-4-(2-(4-fluorobenzoyl)hydrazine-1-carbonyl)-N-(3,4,5-trimethoxyphenyl)benzamide FC=1C=C(CN(C(C2=CC=C(C=C2)C(=O)NNC(C2=CC=C(C=C2)F)=O)=O)C2=CC(=C(C(=C2)OC)OC)OC)C=CC1OC